COC([C@@H](C)OC=1C=C(CN2C(=C(C3=CC(=CC=C23)C(=O)OCC=C)C)C)C=CC1)=O (R)-Allyl 1-(3-((1-methoxy-1-oxopropan-2-yl)oxy)benzyl)-2,3-dimethyl-1H-indole-5-carboxylate